C(C)(C)(C)C1=CC=C(N=N1)O 6-(tert-butyl)pyridazin-3-ol